3-((2,6-dioxopiperidin-3-yl)amino)isonicotinaldehyde O=C1NC(CCC1NC1=C(C=O)C=CN=C1)=O